CN1C(=NC2=C1C=CC(=C2)C(=O)NC=2C=NN(C2)C)NC=2OC1=C(N2)C=CC(=C1)OC(F)(F)F 1-methyl-N-(1-methyl-1H-pyrazol-4-yl)-2-((6-(trifluoromethoxy)benzo-[d]oxazol-2-yl)amino)-1H-benzo[d]imidazole-5-carboxamide